6-(oxiran-2-ylmethoxy)hexanal O1C(C1)COCCCCCC=O